6-(Azetidin-1-yl)-4-fluoro-N-(4-methoxy-5,6,7,8-tetrahydronaphthalene-1-sulfonyl)-1-benzofuran-2-carboxamide N1(CCC1)C1=CC2=C(C=C(O2)C(=O)NS(=O)(=O)C2=CC=C(C=3CCCCC23)OC)C(=C1)F